(4-(2-hydroxyethoxy)-2-(thiazol-5-yl)quinolin-6-yl)oxetan-3-carboxamide OCCOC1=CC(=NC2=CC=C(C=C12)C1OCC1C(=O)N)C1=CN=CS1